2-nitro-4-(anilino)benzyl alcohol [N+](=O)([O-])C1=C(CO)C=CC(=C1)NC1=CC=CC=C1